ClC1=CC(=NC2=CC=CC(=C12)Cl)C=1C(=NC=C(C1C)C(F)(F)F)OC1=C(C(=C(C=C1)F)F)C 4,5-dichloro-2-[2-(3,4-difluoro-2-methyl-phenoxy)-4-methyl-5-(trifluoromethyl)-3-pyridyl]quinoline